heliotropin C1OC2=C(O1)C=C(C=C2)C=O